NC1=NNC2=CC=C(C(=C12)C1=C(C=C2C(=NC(=NC2=C1F)OCCN1CCCC1)N1C[C@H](N(C[C@@H]1C)C(C=C)=O)C)Cl)C 1-((2R,5S)-4-((R)-7-(3-amino-5-methyl-1H-indazol-4-yl)-6-chloro-8-fluoro-2-(2-(pyrrolidin-1-yl)ethoxy)quinazolin-4-yl)-2,5-dimethylpiperazin-1-yl)prop-2-en-1-one